sec-octyl ketone C(C)(CCCCCC)C(=O)C(C)CCCCCC